tert-butyl 4-[4-[[5-[4-[1-(2-tert-butoxy-2-oxo-ethyl)-3-methyl-pyrazol-4-yl]-2,3-difluoro-phenyl]-1-methyl-imidazole-2-carbonyl]amino]-2-chloro-benzoyl]piperazine-1-carboxylate C(C)(C)(C)OC(CN1N=C(C(=C1)C1=C(C(=C(C=C1)C1=CN=C(N1C)C(=O)NC1=CC(=C(C(=O)N2CCN(CC2)C(=O)OC(C)(C)C)C=C1)Cl)F)F)C)=O